tert-butyl (3S,4S)-3-((3,5-difluoro-6-(7-methoxy-6-(2-oxopyrrolidin-1-yl)imidazo[1,2-b]pyridazin-3-yl)pyridin-2-yl)amino)-4-fluoropiperidine-1-carboxylate FC=1C(=NC(=C(C1)F)C1=CN=C2N1N=C(C(=C2)OC)N2C(CCC2)=O)N[C@H]2CN(CC[C@@H]2F)C(=O)OC(C)(C)C